OCC1(COC1)NC(=O)C1=C(OC2=C1C=C(C=C2)OCC=2SC=CN2)C N-(3-(hydroxymethyl)oxetan-3-yl)-2-methyl-5-(thiazol-2-ylmethoxy)benzofuran-3-carboxamide